(2,7-di-t-butylfluorenyl)-adamantylamino-dimethylzirconium C(C)(C)(C)C1=C(C=2CC3=CC(=CC=C3C2C=C1)C(C)(C)C)[Zr](C)(C)NC12CC3CC(CC(C1)C3)C2